N(=[N+]=[N-])C1=CC(OC2=CC=C(C=C12)C)=O 4-azido-6-methylcoumarin